tetrabutoxyhafnium C(CCC)O[Hf](OCCCC)(OCCCC)OCCCC